2-(3-(3-Chloro-4-fluorophenyl)-1-(1-(7,8-difluoro-1-oxo-1,2-dihydroisoquinolin-4-yl)ethyl)ureido)ethane-1-sulfonamide ClC=1C=C(C=CC1F)NC(N(C(C)C1=CNC(C2=C(C(=CC=C12)F)F)=O)CCS(=O)(=O)N)=O